(1SR,3SR)-3-isopropyl-1-vinylcyclohexan-1-ol C(C)(C)[C@@H]1C[C@](CCC1)(O)C=C |r|